C(#N)C1=C(C=C(C=C1)NC(C(CS(=O)(=O)C1=CC=C(C=C1)F)(C)O)=O)C(F)(F)F N-(4-cyano-3-(trifluoromethyl)phenyl)-3-((4-fluorophenyl)sulfonyl)-2-hydroxy-2-methylpropanamide